FC=1C=C2C=NN(C2=CC1C=1C=2C(=NN(C2C=CC1)CC(=O)NCC(=O)NCC(=O)O)C(F)(F)F)C 2-(2-{2-[5'-fluoro-1'-methyl-3-(trifluoromethyl)-1H,1'H-[4,6'-biindazol]-1-yl]acetamido}acetamido)acetic acid